C(=O)(OCC)/C(=C/C1=NC=C(C(=O)OCC)C=C1[N+](=O)[O-])/CC ethyl (E)-6-(2-(carboethoxy)but-1-en-1-yl)-5-nitronicotinate